7-((3,4-difluorobenzyl)oxy)-N-(prop-2-yn-1-yl)-1,2,3,4-tetrahydronaphthalen-1-amine FC=1C=C(COC2=CC=C3CCCC(C3=C2)NCC#C)C=CC1F